C(#C)C=1C=C(C=CC1)NC1=NC=NC2=CC(=C(C=C12)OCCOC)OCCOC N-(3-ethynylphenyl)-[6,7-bis(2-methoxyethoxy)]quinazolin-4-amine